N1=CN=C2NC=NC2=C1SCC=1OC2=CC=CC=C2C(C1C1=CC=CC=C1)=O 2-((9H-purin-6-ylthio)methyl)-3-phenyl-4H-chromen-4-one